(((ethylthio)carbonylthio)thio)pentanoic acid C(C)SC(=O)SSC(C(=O)O)CCC